tert-butyl(2-amino-5-(4-ethylpiperazin-1-yl)-4-methylphenyl)carbamate C(C)(C)(C)OC(NC1=C(C=C(C(=C1)N1CCN(CC1)CC)C)N)=O